C(C)OC(=O)C1=C(C(=NNC1=O)C1=CC(=CC=C1)[N+](=O)[O-])O 4-hydroxy-3-(3-nitrophenyl)-6-oxo-1H-pyridazine-5-carboxylic acid ethyl ester